C(C)(C)N1N=CC(=C1)C1=NC(=NC=C1C)NC1=CC=C(CCNC(\C=C\CN(C)C)=O)C=C1 (E)-N-(4-((4-(1-isopropyl-1H-pyrazol-4-yl)-5-methylpyrimidin-2-yl)amino)phenethyl)-4-dimethylamino-2-butenamide